[Ru].N1=C(C=CC=C1)C1=NC=CC=C1.N1=C(C=CC=C1)C1=NC=CC=C1 bis(2,2'-bipyridine) ruthenium